[8-(1-octylnonyloxy)-8-oxo-octyl]4-[3-(dimethylamino)propoxy]pyrrolidine-2-carboxylic acid [8-(1-octylnonyloxy)-8-oxo-octyl] ester C(CCCCCCC)C(CCCCCCCC)OC(CCCCCCCOC(=O)C1N(CC(C1)OCCCN(C)C)CCCCCCCC(=O)OC(CCCCCCCC)CCCCCCCC)=O